2,6-dichloro-N,N'-diethyl-pyrimido[5,4-d]pyrimidine-4,8-diamine ClC=1N=C(C2=C(N1)C(=NC(=N2)Cl)NCC)NCC